2,5-dimethyl-2,5-di(t-butylperoxy)-hexyne CC(C)(C#CC(C)(OOC(C)(C)C)C)OOC(C)(C)C